2-methyl-5-(methylsulfonyl)thieno[2,3-b]pyridin-6-amine CC1=CC=2C(=NC(=C(C2)S(=O)(=O)C)N)S1